2-(2-(difluoromethoxy)pyridin-3-yl)-9-(4-(1-methyl-4-(trifluoromethyl)-1H-imidazol-2-yl)benzyl)-6-(methylamino)-7,9-dihydro-8H-purin-8-one FC(OC1=NC=CC=C1C1=NC(=C2NC(N(C2=N1)CC1=CC=C(C=C1)C=1N(C=C(N1)C(F)(F)F)C)=O)NC)F